C(C)(C)(C)OC(=O)NC1=C(C=C(C=C1)C=1SC=CC1)NC(=O)C1=CC=C(C=C1)S(=NC([O-])=O)(=O)C1CC1 N-[[4-[[2-(tert-butoxycarbonylamino)-5-(2-thienyl)phenyl]carbamoyl]phenyl]-cyclopropyl-oxo-sulfanylidene]carbamate